4-(4-(6-(1H-indol-7-yl)pyridazin-4-yl)phenyl)piperazin N1C=CC2=CC=CC(=C12)C1=CC(=CN=N1)C1=CC=C(C=C1)N1CCNCC1